(3R,4R)-3-bromo-7-fluorochroman-4-yl (R)-2-phenylpropanoate C1(=CC=CC=C1)[C@H](C(=O)O[C@H]1[C@@H](COC2=CC(=CC=C12)F)Br)C